C(=C)C1=CC=2C(C3=CC(=CC(=C3SC2C=C1)CC)CC)=O 2-vinyl-5,7-diethylthioxanthone